CC=1C=CC(=C(N)C1)CC1=CC(=CC=C1)C(F)(F)F 5-methyl-2-(3-(trifluoromethyl)benzyl)aniline